FC(CO)(CN[C@@H](CC1=CNC2=CC=C(C=C12)C)C)F (R)-2,2-difluoro-3-((1-(5-methyl-1H-indol-3-yl)propan-2-yl)amino)propan-1-ol